(S)-3-(1-(4-(2-(3,5-dimethyl-1H-1,2,4-triazol-1-yl)-5-fluoropyrimidin-4-yl)piperazine-1-carbonyl)-4,5-dihydro-1H-pyrazol-5-yl)-5-fluorobenzonitrile CC1=NN(C(=N1)C)C1=NC=C(C(=N1)N1CCN(CC1)C(=O)N1N=CC[C@H]1C=1C=C(C#N)C=C(C1)F)F